1-[(4R)-8-[2-(trifluoromethyl)pyridin-4-yl]-3,4-dihydro-2H-1-benzopyran-4-yl]methanamine dihydrochloride Cl.Cl.FC(C1=NC=CC(=C1)C1=CC=CC=2[C@@H](CCOC21)CN)(F)F